(5-hydroxy-3-methyl-2-((trifluoromethyl)thio)phenyl)boronic acid OC=1C=C(C(=C(C1)B(O)O)SC(F)(F)F)C